triethyl propane-1,2,2-tricarboxylate C(C(C)(C(=O)OCC)C(=O)OCC)C(=O)OCC